benzo(d)thiazole-2-amine S1C(=NC2=C1C=CC=C2)N